Cl.NC(C(=O)OC)CC(F)F methyl 2-amino-4,4-difluorobutyrate hydrochloride